6,12-bis-(1H-indazol-5-yl)-2-{2-[(1S,4S)-5-methyl-2,5-diazabicyclo[2.2.1]heptan-2-yl]ethyl}-9-oxa-2,4-diazatricyclo[8.4.0.0^{3,8}]tetradeca-1(10),3(8),4,6,11,13-hexaene N1N=CC2=CC(=CC=C12)C=1C=NC=2N(C=3C=CC(=CC3OC2C1)C=1C=C2C=NNC2=CC1)CCN1[C@@H]2CN([C@H](C1)C2)C